((((3R,5R)-5-(6-amino-9H-purin-9-yl)tetrahydrofuran-3-yl)oxy)methyl)phosphonic acid NC1=C2N=CN(C2=NC=N1)[C@H]1C[C@H](CO1)OCP(O)(O)=O